1-((2-acrylamidothiazol-5-yl)methyl)-N-(4-fluorophenyl)piperidine-3-carboxamide C(C=C)(=O)NC=1SC(=CN1)CN1CC(CCC1)C(=O)NC1=CC=C(C=C1)F